C(C1=CC=CC=C1)[C@H]1N(CCC1(F)F)C1=NC(=CC(N1)=O)N1C[C@H](OCC1)C 2-((R)-2-benzyl-3,3-difluoropyrrolidin-1-yl)-6-((R)-2-methylmorpholino)pyrimidin-4(3H)-one